4-[3-(cyclopropylamino)pyrrolidin-1-yl]-N-{8-fluoro-2-methylimidazo[1,2-a]pyridin-6-yl}-2-methylindazole-7-carboxamide C1(CC1)NC1CN(CC1)C=1C2=CN(N=C2C(=CC1)C(=O)NC=1C=C(C=2N(C1)C=C(N2)C)F)C